tert-butyl N-[1-[[2-chloro-5-(1-isopropyl-6-oxo-3-pyridyl)phenyl]methyl]-2-[3-chloro-4-(1H-pyrazol-4-yl)anilino]-2-oxo-ethyl]carbamate ClC1=C(C=C(C=C1)C1=CN(C(C=C1)=O)C(C)C)CC(C(=O)NC1=CC(=C(C=C1)C=1C=NNC1)Cl)NC(OC(C)(C)C)=O